C1CCC2=CC3=CC=CC[C@@H]3C[C@H]2C1 trans-octahydroanthracene